C(C)(C)(C)C1=CC(=C(C=C1C)C=1NC2=CC=C(C(=C2C(C1)=O)O)F)C 2-(4-tert-butyl-2,5-dimethyl-phenyl)-6-fluoro-5-hydroxy-1H-quinolin-4-one